3-(benzyloxy)-5-(1-((tert-butyldimethylsilyl)oxy)propyl)pyrrolidin-2-one C(C1=CC=CC=C1)OC1C(NC(C1)C(CC)O[Si](C)(C)C(C)(C)C)=O